FC(C1=CC=CC(=N1)NC(=O)C=1C(=CC=2N(C1)C=C(N2)[C@@]21CO[C@@](CC2)(C1)C)OC(C)C)F N-(6-(difluoromethyl)pyridin-2-yl)-7-isopropoxy-2-((1S,4R)-1-methyl-2-oxabicyclo[2.2.1]heptan-4-yl)imidazo[1,2-a]pyridine-6-carboxamide